methyl (3S)-3-((S)-sec-butyl)-4-(1-methyl-1H-pyrazole-4-carbonyl)-2-oxo-2,3,4,5-tetrahydro-1H-benzo[e][1,4]diazepine-5-carboxylate [C@H](C)(CC)[C@@H]1N(C(C2=C(NC1=O)C=CC=C2)C(=O)OC)C(=O)C=2C=NN(C2)C